C(C)OC(=O)C1=NN2C(C(NC(=C2)C=2C=NC(=NC2)N)=O)=C1.COC=1C=C(C=NC1)C=1C=C2C=C(NC2=CC1)C=1C=CC(=NC1)N1CCOCC1 4-(5-(5-(5-methoxypyridin-3-yl)-1H-indol-2-yl)pyridin-2-yl)morpholine Ethyl-6-(2-aminopyrimidin-5-yl)-4-oxo-4,5-dihydropyrazolo[1,5-a]pyrazine-2-carboxylate